4-(2-methylsulfonylethyl)-2-methylpiperazine CS(=O)(=O)CCN1CC(NCC1)C